C(C)(C)(C)[CH2+] tert-butyl-carbenium